nonadecan-10-yl alaninate N[C@@H](C)C(=O)OC(CCCCCCCCC)CCCCCCCCC